(S)-1-(5-((2,3-dihydrobenzofuran-4-yl)thio)pyrazin-2-yl)-4'H,6'H-spiro[piperidine-4,5'-pyrrolo[1,2-b]pyrazol]-4'-amine O1CCC2=C1C=CC=C2SC=2N=CC(=NC2)N2CCC1([C@@H](C=3N(N=CC3)C1)N)CC2